OC1=C(C=C(C=C1C(C1=CC=CC=C1)(C)C)C(C1=CC=CC=C1)(C)C)N1N=C2C(=N1)C=CC=C2 2-[2-hydroxy-3,5-di(alpha,alpha-dimethylbenzyl)phenyl]benzotriazole